(2,4-bis(trifluoromethyl)phenyl)boronic acid FC(C1=C(C=CC(=C1)C(F)(F)F)B(O)O)(F)F